rel-2-((3R,4R)-4-(((6-(cyclopropyl(4-(trifluoromethyl)benzyl)amino)-5-fluoropyrimidin-4-yl)amino)methyl)-3-hydroxy-3-methylpiperidin-1-yl)acetamide C1(CC1)N(C1=C(C(=NC=N1)NC[C@@H]1[C@@](CN(CC1)CC(=O)N)(C)O)F)CC1=CC=C(C=C1)C(F)(F)F |o1:12,13|